CC1=C(C=CC=C1C)N1CCN(CC1)C(CN1N=C(C=2CCCCC12)C(=O)N1CCC(CC1)(CO)O)=O 1-(4-(2,3-Dimethylphenyl)piperazin-1-yl)-2-(3-(4-hydroxy-4-(hydroxymethyl)piperidin-1-carbonyl)-4,5,6,7-tetrahydro-1H-indazol-1-yl)ethanon